1-(4-(7-(3-chloro-2-cyclopropyl-5-hydroxyphenyl)-8-fluoro-2-(((2R,7aS)-2-fluorotetrahydro-1H-pyrrolizin-7a(5H)-yl)methoxy)pyrido[4,3-d]pyrimidin-4-yl)piperidin-1-yl)prop-2-en-1-one ClC=1C(=C(C=C(C1)O)C1=C(C=2N=C(N=C(C2C=N1)C1CCN(CC1)C(C=C)=O)OC[C@]12CCCN2C[C@@H](C1)F)F)C1CC1